BrC(C(=O)C1=C(N=C2C(=N1)N=C(S2)C)NCC2=CC=C(C=C2)OC)C(CC)=O 2-bromo-1-(6-((4-methoxybenzyl)amino)-2-methylthiazolo[4,5-b]pyrazin-5-yl)pentane-1,3-dione